COC1=CC=C(C=C1)NC(C1=CC=C(C=C1)[N+](=O)[O-])=O N-(4-methoxyphenyl)-4-nitrobenzamide